C(CCCCCCC\C=C/C\C=C/C\C=C/CC)(=O)O (9Z,12Z,15Z)-octadeca-9,12,15-trienoic acid